(4,6-Diamino-1H-pyrazolo[3,4-d]pyrimidin-3-yl)-but-3-yn-1-ol NC1=C2C(=NC(=N1)N)NN=C2C(CC#C)O